S(=O)(=O)(O)O.[O-2].[Zn+2] zinc oxide sulphate